Cl.NC1(CC1)C=1C=C(C=CC1)NC(C(C)C1=CC=2NC3=CC(=C(C=C3C2C=C1)F)F)=O N-(3-(1-aminocyclopropyl)phenyl)-2-(6,7-difluoro-9H-carbazol-2-yl)propanamide hydrochloride